(21Z,24Z)-N,N-dimethyltriacontane-21,24-dien-9-amine CN(C(CCCCCCCC)CCCCCCCCCCC\C=C/C\C=C/CCCCC)C